(1R,3S)-3-(5-{[7-fluoro-2-(2-methylprop-2-yl)-1,1-dioxo-2,3-dihydro-1λ6-benzo[2,1-d][1,2]thiazol-4-yl]amino}-1-(2-methylprop-2-yl)pyrazol-3-yl)cyclopentyl (prop-2-ylamino)methanoate CC(C)NC(=O)O[C@H]1C[C@H](CC1)C1=NN(C(=C1)NC1=CC=C(C2=C1CN(S2(=O)=O)C(C)(C)C)F)C(C)(C)C